NC(CC)(CC)C(=O)O 3-AMINOPENTANE-3-CARBOXYLIC ACID